C(C)(=O)SCC=1C(=NN(C1O)C)C(F)(F)F S-(5-hydroxy-1-methyl-3-trifluoromethyl-1H-pyrazol-4-ylmethyl) thioacetate